BrC1=C(C=C(C(=O)N2CC=3N=C(N(C(C3C[C@H]2C)=O)C2=CC=C(C=C2)C2=C(N=NN2CC2=CC=C(C=C2)OC)C)Cl)C=C1)C(F)(F)F (R)-7-(4-bromo-3-(trifluoromethyl)benzoyl)-2-chloro-3-(4-(1-(4-methoxybenzyl)-4-methyl-1H-1,2,3-triazol-5-yl)phenyl)-6-methyl-5,6,7,8-tetrahydropyrido[3,4-d]pyrimidin-4(3H)-one